2-Fluoro-6-hydroxy-5-((4-methoxybenzyl)amino)-3-nitrobenzoic acid methyl ester COC(C1=C(C(=CC(=C1O)NCC1=CC=C(C=C1)OC)[N+](=O)[O-])F)=O